C1(CCC1)N1N=CC(=C1)C(=O)NN 1-Cyclobutyl-1H-pyrazole-4-carboxylic acid hydrazide